glucose, ammonium salt [NH4+].O=C[C@H](O)[C@@H](O)[C@H](O)[C@H](O)CO